(trifluoromethyl)copper FC(F)(F)[Cu]